ClC1=C(C(=O)O)C=CC=C1C1=C(NC(C=C1)=O)C 2-chloro-3-(2-methyl-6-oxo-1,6-dihydropyridin-3-yl)benzoic acid